(S)-2-(4-(6-((4-cyano-2-fluorobenzyl)oxy)-5-fluoropyridin-2-yl)-2,6-difluorobenzyl)-1-(4,4-dimethyltetrahydrofuran-3-yl)-1H-benzo[d]imidazole-6-carboxylic acid C(#N)C1=CC(=C(COC2=C(C=CC(=N2)C2=CC(=C(CC3=NC4=C(N3[C@@H]3COCC3(C)C)C=C(C=C4)C(=O)O)C(=C2)F)F)F)C=C1)F